5'-chloro-2'-{[methyl(pyridin-2-ylmethyl)amino]methyl}-7',8'-dihydro-6'H-spiro[cyclohexane-1,9'-furo[2,3-f]quinazoline]-7'-one ClC=1C=C2C(=C3C4(NC(NC13)=O)CCCCC4)OC(=C2)CN(CC2=NC=CC=C2)C